((2-(((3S,6S,10aS)-3-(3-(2,2-difluoroethoxy)-3-(pyridin-2-yl)azetidine-1-carbonyl)-5-oxodecahydropyrrolo[1,2-a]azocin-6-yl)carbamoyl)benzo[b]thiophen-5-yl)fluoromethyl)phosphonic acid FC(COC1(CN(C1)C(=O)[C@@H]1CC[C@H]2N1C([C@H](CCCC2)NC(=O)C2=CC1=C(S2)C=CC(=C1)C(F)P(O)(O)=O)=O)C1=NC=CC=C1)F